FC(C(=O)N(C1C(C1)C1=CC=C(C=C1)F)CC1CCN(CC1)CCOC1=NC=C(C(=O)OC)C=C1)(F)F Methyl 6-(2-(4-((2,2,2-trifluoro-N-(2-(4-fluorophenyl)cyclopropyl)acetamido)methyl)piperidin-1-yl)ethoxy)nicotinate